OC=1C(=NC=CC1)N1CCN(CC1)C1CC2(CN(C2)C(=O)OCC)CC1 ethyl 6-[4-(3-hydroxy-2-pyridyl) piperazin-1-yl]-2-azaspiro[3.4]octane-2-carboxylate